1-(5-(dimethylamino)pyridin-2-yl)-N-(4-methoxyphenyl)-1H-indol-5-amine CN(C=1C=CC(=NC1)N1C=CC2=CC(=CC=C12)NC1=CC=C(C=C1)OC)C